10,10'-((2-(Dimethylamino)Ethyl)Azanediyl)Bis(N,N-Didecyldecanamide) CN(CCN(CCCCCCCCCC(=O)N(CCCCCCCCCC)CCCCCCCCCC)CCCCCCCCCC(=O)N(CCCCCCCCCC)CCCCCCCCCC)C